C(C)(C)(C)OC(C(=C)COC1=C(C=CC=C1NC(NCC=1C=C2CN(C(C2=CC1)=O)C1C(NC(CC1)=O)=O)=O)Cl)=O.CN1C=NC=C1 1-methylimidazole tert-butyl-2-[[2-chloro-6-[[2-(2,6-dioxo-3-piperidyl)-1-oxo-isoindolin-5-yl]methylcarbamoylamino]phenoxy]methyl]prop-2-enoate